1-bromo-5-methoxy-2,4-dimethylbenzene BrC1=C(C=C(C(=C1)OC)C)C